COC(=O)C1NCC(C1)NCC1=CC=C(C=C1)OC 4-{[(4-methoxyphenyl)methyl]Amino}pyrrolidine-2-carboxylic acid methyl ester